FC(C=1C=C(C=CC1)NC1=NC(=NC(=N1)N1CCOCC1)OC1=CC(=CC=C1)C(F)(F)F)(F)F N-(3-(trifluoromethyl)phenyl)-4-morpholinyl-6-(3-(trifluoromethyl)phenoxy)-[1,3,5]triazin-2-amine